tert-butyl [(2S)-6-(benzyloxy)-8-fluoro-7-(1,1,4-trioxo-1λ6,2,5-thiadiazolidin-2-yl)-1,2-dihydronaphthalen-2-yl]carbamate C(C1=CC=CC=C1)OC=1C=C2C=C[C@H](CC2=C(C1N1S(NC(C1)=O)(=O)=O)F)NC(OC(C)(C)C)=O